NC=1C(C=C(C(C1)=O)NC1=CC=C(C=C1)NCCCN1CN(C=C1)C)=NC1=CC=C(C=C1)N1CC(CC1)[N+](C)(C)C 1-{3-[(4-{[4-Amino-6-oxo-3-({4-[3-(trimethylammonio)-pyrrolidin-1-yl]phenyl}-imino)cyclohexa-1,4-dien-1-yl]amino}phenyl)amino]propyl}-3-methyl-1H-imidazol